ClC=1C=C(C=C(C1)NS(=O)(=O)C)NC(=O)C1=CNC(=C1)C1=NC=C(C=C1OCC1=CC(=CC(=C1)F)F)F N-(3-chloro-5-methanesulfonamidophenyl)-5-{3-[(3,5-difluorophenyl)methoxy]-5-fluoropyridin-2-yl}-1H-pyrrole-3-carboxamide